4-(4-(4-(4-(dimethoxymethyl)piperidin-1-yl)phenyl)-7-((tetrahydro-2H-pyran-2-yl)oxy)-2H-chromene-3-yl)pyrazine COC(C1CCN(CC1)C1=CC=C(C=C1)C1=C(COC2=CC(=CC=C12)OC1OCCCC1)N1CC=NC=C1)OC